BrC1=C(OC2(CC2)CCC(=O)OCC)C=C(C=C1)C ethyl 3-(1-(2-bromo-5-methylphenoxy)cyclopropyl)propanoate